ethyl 2-bromo-2-(3-fluoro-5-isopropyl-2-methoxyphenyl)acetate BrC(C(=O)OCC)C1=C(C(=CC(=C1)C(C)C)F)OC